ClC1=C(C(=O)NC2CN(C2)S(=O)(=O)C(F)F)C=C(C=C1)NC1=NOC(C1)(C(F)(F)F)C1=CC(=C(C(=C1)Cl)F)Cl 2-chloro-5-[[5-(3,5-dichloro-4-fluoro-phenyl)-5-(trifluoromethyl)-4H-isoxazol-3-yl]amino]-N-[1-(difluoromethylsulfonyl)azetidin-3-yl]benzamide